methyl 2-[(1S,4S,5R)-5-[[5-cyclopropyl-3-(2,6-dichlorophenyl)-1,2-oxazol-4-yl]methoxy]-2-azabicyclo[2.2.1]heptan-2-yl]-4-fluoro-1,3-benzothiazole-6-carboxylate C1(CC1)C1=C(C(=NO1)C1=C(C=CC=C1Cl)Cl)CO[C@H]1[C@@H]2CN([C@H](C1)C2)C=2SC1=C(N2)C(=CC(=C1)C(=O)OC)F